3,4,5-triacetoxygallic acid C(C)(=O)OC1(CC(C(=O)O)=CC(C1(O)OC(C)=O)(O)OC(C)=O)O